2-methyl-4-{6-[(1-{[4-(propan-2-yl)phenyl]carbamoyl}-D-prolyl)amino]pyridin-3-yl}benzoic acid CC1=C(C(=O)O)C=CC(=C1)C=1C=NC(=CC1)NC([C@@H]1N(CCC1)C(NC1=CC=C(C=C1)C(C)C)=O)=O